S(=O)(=O)(O)C(C(=O)OCCCCCCCC)CC(=O)OCCCCCCCC 1,4-dioctyl sulfosuccinate